C12(CC1)COC1=C2C(=CC=C1)OC1=CC=C(C=N1)N1C(NC=2C=NC=CC21)=O 1-(6-spiro[2H-benzofuran-3,1'-cyclopropane]-4-yloxy-3-pyridyl)-3H-imidazo[4,5-c]pyridin-2-one